8-nitro-3-(1H-tetrazol-5-yl)pyrazolo[5,1-c][1,2,4]Triazine-4,7-diamine [N+](=O)([O-])C=1C(=NN2C1N=NC(=C2N)C2=NN=NN2)N